ClC1=NC(=NC(=N1)Cl)N1CCOCC1 2,4-dichloro-6-morpholino-s-triazine